sodium 1,3-benzenedicarboxylate C1(=CC(=CC=C1)C(=O)[O-])C(=O)[O-].[Na+].[Na+]